(R)-(2-(5-(2-fluoro-3-methoxyphenyl)-3-(2-fluoro-6-(trifluoromethyl)benzyl)-4-methyl-2,6-dioxo-3,6-dihydropyrimidin-1(2H)-yl)-1-phenylethyl)carbamic acid tert-butyl ester C(C)(C)(C)OC(N[C@@H](CN1C(N(C(=C(C1=O)C1=C(C(=CC=C1)OC)F)C)CC1=C(C=CC=C1C(F)(F)F)F)=O)C1=CC=CC=C1)=O